OC1=C(C(=O)C2=CC=CC=C2)C=CC(=C1)OCC(COC(C=C)=O)O 2-hydroxy-4-(2'-hydroxy-3'-acryloxypropoxy)benzophenone